C1(CC1)C=1C=CC=2N(C1)C=C(N2)CN(C2=CC(=C(C=C2)S(=O)(=O)NC(OC(C)(C)C)=O)NC(=O)[C@@H]2[C@H](C2)C2=NC=CC(=N2)C)C |r| rac-tert-butyl ((4-(((6-cyclopropylimidazo[1,2-a]pyridin-2-yl)methyl) (methyl)amino)-2-((1S*,2S*)-2-(4-methylpyrimidin-2-yl)cyclopropane-1-carboxamido)phenyl) sulfonyl)carbamate